N,N-dimethyl-N-ethylcyclopentylammonium C[N+](CC)(C)C1CCCC1